BrC1=CC=C(C[C@@H]2N(C[C@@H](NC[C@@H](N(C[C@@H](N(C2)CC(=O)O)CC2=CC=C(C=C2)Br)CC(=O)O)CC2=CC=C(C=C2)Br)CC2=CC=C(C=C2)Br)CC(=O)O)C=C1 2,2',2''-((2S,5S,8S,11S)-2,5,8,11-tetrakis(4-bromobenzyl)-1,4,7,10-tetraazacyclododecane-1,4,7-triyl)triacetic acid